COC1=CC2=C(NC(=N2)C2=NNC=C2N)C=C1 3-(5-methoxy-1H-benzo[d]imidazol-2-yl)-1H-pyrazol-4-amine